N-[2-m-fluorobenzylthioethyl]chloroacetamide FC=1C=C(CSCCNC(CCl)=O)C=CC1